N-(2-(2-cyanopyrrolidin-1-yl)-2-oxoethyl)-6-hydroxyquinoline-4-carboxamide C(#N)C1N(CCC1)C(CNC(=O)C1=CC=NC2=CC=C(C=C12)O)=O